O=C1NC(CCC1N1C(NC2=CC=CC=C2C1=O)=O)=O 3-(2,6-dioxopiperidin-3-yl)-1,2,3,4-tetrahydroquinazoline-2,4-dione